8-bromo-2-methylimidazo[1,2-a]pyridine BrC=1C=2N(C=CC1)C=C(N2)C